N-((1H-pyrazol-4-yl)methyl)-6'-fluoro-4'-oxo-3',4'-dihydro-1'H-spiro[piperidine-4,2'-quinoline]-1-carboxamide N1N=CC(=C1)CNC(=O)N1CCC2(NC3=CC=C(C=C3C(C2)=O)F)CC1